COC(\C=C\C1=CC=C(C=C1)OC=1C2=C(SC1C(C1=C(C=C(C=C1)C)C)=O)C=C(C=C2)OC)=O.C(C=C)(=O)NC=2C=C(C(=O)NC1=NNC3=CC(=CC=C13)C1=CC(=CC(=C1)OC)OC)C=CC2 3-acrylamido-N-(6-(3,5-dimethoxyphenyl)-1H-indazol-3-yl)benzamide Methyl-(E)-3-(4-((2-(2,4-dimethylbenzoyl)-6-methoxybenzo[b]thiophen-3-yl)oxy)phenyl)acrylate